(1r,3r)-3-(2-((2-fluoro-4-(N-isopropylsulfamoyl)phenyl)amino)pyrimidin-5-yl)cyclobutyl (1-methylcyclopropyl)carbamate CC1(CC1)NC(OC1CC(C1)C=1C=NC(=NC1)NC1=C(C=C(C=C1)S(NC(C)C)(=O)=O)F)=O